(S)-(4-(difluoromethyl)oxazol-5-yl)(4-(6-fluorobenzo[d]oxazol-2-yl)-6,7-dihydro-1H-imidazo[4,5-c]pyridin-5(4H)-yl)methanone FC(C=1N=COC1C(=O)N1[C@@H](C2=C(CC1)NC=N2)C=2OC1=C(N2)C=CC(=C1)F)F